(3R)-3-[(5-fluoropyrimidin-2-yl)methyl]piperidine-1-carboxylic acid tert-butyl ester C(C)(C)(C)OC(=O)N1C[C@H](CCC1)CC1=NC=C(C=N1)F